NC1=C(C=C(N=N1)C1=C(C=CC=C1)O)N1N=C(C(=C1)N1CCNCC1)C 2-[6-amino-5-(3-methyl-4-piperazin-1-yl-pyrazol-1-yl)pyridazin-3-yl]phenol